C(C)(C)(C)C1=C([O-])C=CC(C1)(C)C(C)(C)C 2,4-di-tert-butyl-4-methylphenoxide